2-Hydroxyethyl 3-(4,9-dioxo-4,9-dihydro-naphtho[2,3-b]furan-2-yl)-3-hydroxy-acrylate Ethanolamine Salt C(O)CN.O=C1C2=CC=CC=C2C(C=2OC(=CC21)C(=CC(=O)OCCO)O)=O